acetic acid 2-((4-(6-aminopyridin-3-yl)-3-methylphenyl) amino)-1-(3,5-difluorophenyl)-2-oxoethyl ester NC1=CC=C(C=N1)C1=C(C=C(C=C1)NC(C(C1=CC(=CC(=C1)F)F)OC(C)=O)=O)C